3-[(3-fluoro-2-methoxyphenyl)amino]-2-(3-[[(2R)-oxolan-2-ylmethyl]amino]pyridin-4-yl)-5H,6H,7H-pyrazolo[1,5-a]pyrazin-4-one FC=1C(=C(C=CC1)NC=1C(=NN2C1C(NCC2)=O)C2=C(C=NC=C2)NC[C@@H]2OCCC2)OC